C(#N)C(C)(C)C1=CC(=NC=C1)C(=O)NC1=CC(=C(C=C1)F)C=1C=NC2=CC(=NC=C2C1)N(C)CC1=CC=C(C=C1)OC 4-(2-cyanoprop-2-yl)-N-(4-fluoro-3-(7-((4-methoxybenzyl)(methyl)amino)-1,6-naphthyridin-3-yl)phenyl)picolinamide